C(C(=C)C)(=O)OCCC[Si](O[Si](CCCOC(C(=C)C)=O)(O[Si](C)(C)C)O[Si](C)(C)C)(O[Si](C)(C)C)O[Si](C)(C)C 1,3-bis(3-methacryloxypropyl)tetra(trimethylsiloxy)disiloxane